C(C1=CC=CC=C1)N1C2=NC=NC(=C2N=C1C1=C(C=C(OCCN2C[C@@H](N(CC2)C(=O)OC(C)(C)C)C)C=C1)Cl)OC1(CC1)C Tert-butyl (S)-4-(2-(4-(9-benzyl-6-(1-methylcyclopropoxy)-9H-purin-8-yl)-3-chlorophenoxy)ethyl)-2-methylpiperazine-1-carboxylate